5-bromo-2-(N-((1S,2R)-2-(6-fluoro-2,3-dimethylphenyl)-1-(5-thioxo-4,5-dihydro-1,3,4-Oxadiazol-2-yl)propyl)sulfamoyl)benzamide BrC=1C=CC(=C(C(=O)N)C1)S(N[C@@H]([C@H](C)C1=C(C(=CC=C1F)C)C)C=1OC(NN1)=S)(=O)=O